3-amino-1-(11,12-didehydrodibenzo[b,f]azocin-5(6H)-yl)-1-propanone NCCC(=O)N1C2=C(C#CC3=C(C1)C=CC=C3)C=CC=C2